N-(4-{1-[(3,5-dichlorophenyl)carbonyl]piperidin-4-yl}butyl)thieno[2,3-c]pyridine-2-carboxamide ClC=1C=C(C=C(C1)Cl)C(=O)N1CCC(CC1)CCCCNC(=O)C1=CC=2C(=CN=CC2)S1